(R)-N-(2-(4-Cyanothiazolidin-3-yl)-2-oxoethyl)-6-(2,2,6,6-tetrafluoromorpholino)quinoline-4-carboxamide C(#N)[C@H]1N(CSC1)C(CNC(=O)C1=CC=NC2=CC=C(C=C12)N1CC(OC(C1)(F)F)(F)F)=O